tert-butyl (2R,5S,M)-4-(6-chloro-7-(2-fluorophenyl)-1-(2-isopropyl-4-methylpyridin-3-yl)-2-oxo-1,2-dihydropyrido[2,3-d]pyrimidin-4-yl)-2,5-dimethylpiperazine-1-carboxylate ClC1=CC2=C(N(C(N=C2N2C[C@H](N(C[C@@H]2C)C(=O)OC(C)(C)C)C)=O)C=2C(=NC=CC2C)C(C)C)N=C1C1=C(C=CC=C1)F